N-(4-(5-amino-1-isopropyl-imidazo[1,5-c]pyrimidin-3-yl)benzyl)-5-fluoro-2-methoxybenzamide NC1=NC=CC=2N1C(=NC2C(C)C)C2=CC=C(CNC(C1=C(C=CC(=C1)F)OC)=O)C=C2